5-methyl-1,3-dihydro-2H-pyrrole CC1=CCCN1